C(C)(C)(C)OC(N(S(=O)(=O)C1=CC2=C(NC(N(C2=O)CC2=CN=C(S2)C)=O)S1)C1(CC1)C)=O (1-methylcyclopropyl)((3-((2-methylthiazol-5-yl)methyl)-2,4-dioxo-1,2,3,4-tetrahydrothieno[2,3-d]pyrimidin-6-yl)sulfonyl)carbamic acid tert-butyl ester